C(CCC)C=1OCCCN1 butyl-5,6-dihydro-4H-1,3-oxazine